5-[5',6'-dihydrospiro[pyrrolidine-3,4'-pyrrolo[1,2-b]pyrazol]-2'-yl]-3-[(1S)-1-phenylethoxy]pyridin-2-amine-hydrochloride salt Cl.N=1N2C(=CC1C=1C=C(C(=NC1)N)O[C@@H](C)C1=CC=CC=C1)C1(CC2)CNCC1